(S)-4-(tetrahydro-2H-pyran-4-carbonyl)-3-(4-(trifluoromethyl)phenyl)-2,3,4,5-tetrahydrobenzo[f][1,4]oxazepine-8-carboxylic acid methyl ester COC(=O)C1=CC2=C(CN([C@H](CO2)C2=CC=C(C=C2)C(F)(F)F)C(=O)C2CCOCC2)C=C1